2-methyl-3,4-methylenedioxyamphetamine CC1=C(CC(N)C)C=CC2=C1OCO2